C(#N)C=1C=NN2C1C(=CC(=C2)OCC(C)(C)O)N2CC(C2)C(=O)O 1-(3-cyano-6-(2-hydroxy-2-methylpropoxy)pyrazolo[1,5-a]Pyridin-4-yl)azetidine-3-carboxylic acid